8-[1-(2,2-difluoroethyl)pyrazolo[3,4-b]pyrazin-6-yl]-2-[3-methyl-5-(trifluoromethyl)pyridin-2-yl]-2,8-diazaspiro[4.5]decan-1-one FC(CN1N=CC=2C1=NC(=CN2)N2CCC1(CCN(C1=O)C1=NC=C(C=C1C)C(F)(F)F)CC2)F